C(C)C(C1=CC=CC=C1)[Li] ethylbenzyl-lithium